NC1=C(C(=NN1CC1C(CCCC1)N(C(=O)N1N=CN=C1)C)C1=CC=C(C=C1)CNC(C1=C(C=CC(=C1)F)OC)=O)C(N)=O N-(2-((5-amino-4-carbamoyl-3-(4-((5-fluoro-2-methoxybenzamido)methyl)phenyl)-1H-pyrazol-1-yl)methyl)cyclohexyl)-N-methyl-1H-1,2,4-triazole-1-carboxamide